3-chloro-4-amino-N,N-bis(hydroxyethyl)aniline ClC=1C=C(N(CCO)CCO)C=CC1N